(2S)-3-hydroxy-3-hydroxyproline OC1([C@H](NCC1)C(=O)O)O